3-(4-bromo-2-isobutyloxazol-5-yl)-indole BrC=1N=C(OC1C1=CNC2=CC=CC=C12)CC(C)C